COC(=O)C1=C(C=C2C=C(NC2=C1)C1=NN(C2=NC=NC(=C21)N)C(C)(C)C)Cl.ClC2=CC(=C(C=C2)C2(OC2)C)F 2-(4-chloro-2-fluorophenyl)2-methyloxirane Methyl-2-(4-amino-1-(tert-butyl)-1H-pyrazolo[3,4-d]pyrimidin-3-yl)-5-chloro-1H-indole-6-carboxylate